propylcyclohexyl-2,3-difluorophenetole C(CC)C=1C(=C(C(=C(C1)OCC)F)F)C1CCCCC1